C(C1=CC=CC=C1)N1C[C@H](CC1)NS(=O)(=O)C=1C=NC(=CC1)N(C)C (S)-N-(1-Benzylpyrrolidin-3-yl)-6-(dimethylamino)pyridine-3-sulfonamide